COC(=O)C1=CC2=C(NC(=N2)C2COC3=C2C=CC=C3)C=C1 2-(2,3-Dihydrobenzofuran-3-yl)-1H-benzimidazole-5-carboxylic acid methyl ester